2-(1H-Benzo[d]imidazol-6-yl)-9-(cis-4-methoxycyclohexyl)-8-oxo-8,9-dihydro-7H-purine N1C=NC2=C1C=C(C=C2)C2=NC=C1NC(N(C1=N2)[C@@H]2CC[C@@H](CC2)OC)=O